2-(3,8-Dibenzyl-3,8-diazabicyclo[3.2.1]oct-1-yl)acetic acid C(C1=CC=CC=C1)N1CC2(CCC(C1)N2CC2=CC=CC=C2)CC(=O)O